N-(1-(1H-benzo[d]imidazol-2-yl)-2,2-dimethylpropyl)-N-(3-chloro-4-(cyclopropylmethoxy)phenyl)-3-(triisopropylsilyl)propiolamide N1C(=NC2=C1C=CC=C2)C(C(C)(C)C)N(C(C#C[Si](C(C)C)(C(C)C)C(C)C)=O)C2=CC(=C(C=C2)OCC2CC2)Cl